ClC=1C=C(C=CC1)C1=CC=C(C(=O)N)C=C1 4-(3-chlorophenyl)benzamide